4-chloro-7-(4-{6-[4-(dibutoxymethyl)piperidin-1-yl]pyridin-3-yl}piperidin-1-yl)-1H-indole-3-carbonitrile ClC1=C2C(=CNC2=C(C=C1)N1CCC(CC1)C=1C=NC(=CC1)N1CCC(CC1)C(OCCCC)OCCCC)C#N